3-(2-(4-((2-(4-(1-(azetidin-3-yl)piperidin-4-yl)piperazin-1-yl)pyrimidin-4-yl)methoxy)phenyl)propan-2-yl)-5-chlorobenzonitrile N1CC(C1)N1CCC(CC1)N1CCN(CC1)C1=NC=CC(=N1)COC1=CC=C(C=C1)C(C)(C)C=1C=C(C#N)C=C(C1)Cl